CC1(CC(=NC=C1)C1=NC=CC=C1)C 4,4-dimethylbipyridine